C(=O)N1[C@H](C2=CC(=C(C=C2CC1)OC)C(=O)O)CCC1=CNC2=CC=C(C=C12)OC (S)-2-formyl-6-methoxy-1-(2-(5-methoxy-1H-indol-3-yl)ethyl)-1,2,3,4-tetrahydroisoquinoline-7-carboxylic acid